FC=1C=C(C#N)C=CC1N1CCN(CC1)C(CCC=1NC(C2=C(C=CC(=C2C1)C)F)=O)=O 3-fluoro-4-(4-(3-(8-fluoro-5-methyl-1-oxo-1,2-dihydroisoquinolin-3-yl)propanoyl)piperazin-1-yl)benzonitrile